1-(4-(4-Chlorobenzyl)-3,4-dihydroquinoxalin-1(2H)-yl)-3-(pyrrolidin-1-yl)propan-1-one ClC1=CC=C(CN2CCN(C3=CC=CC=C23)C(CCN2CCCC2)=O)C=C1